C(C)(=O)N1[C@H](C[C@H](C2=CC(=CC=C12)C1=CC=C(C(=O)O)C=C1)NC1=CC=C(C=C1)Cl)C 4-{(2S,4R)-1-acetyl-4-[(4-chlorophenyl)amino]-2-methyl-1,2,3,4-tetrahydro-6-quinolinyl}benzoic acid